2-[(2E)-2-(aminomethyl)-3-fluoroprop-2-en-1-yl]-4-({5-[(1-methyl-1H-pyrazol-4-yl)ethynyl]thiophen-2-yl}methyl)-2,4-dihydro-3H-1,2,4-triazol-3-one hydrochloride Cl.NC/C(/CN1N=CN(C1=O)CC=1SC(=CC1)C#CC=1C=NN(C1)C)=C\F